CC1=CC=C(C=C1)CN1NC(=NC1=O)CCCC1=CC=C(OC(C(=O)O)(C)C)C=C1 2-[4-[3-[2,5-dihydro-1-[(4-methylphenyl)methyl]-5-oxo-1H-1,2,4-triazol-3-yl]propyl]phenoxy]-2-methylpropanoic acid